C(C)(C)(C)N1CCN(CC1)C=1C=C(C=CC1)C1=NC(=CC(=C1OCOC)C1=CC(=C(C=C1)N1C(CCC1)=O)Cl)C 1-(4-(2-(3-(4-(tert-butyl)piperazin-1-yl)phenyl)-3-(methoxymethoxy)-6-methylpyridin-4-yl)-2-chlorophenyl)pyrrolidin-2-one